3-((3-(2,6-dioxopiperidin-3-yl)-2-methyl-4-oxo-3,4-dihydroquinazolin-5-yl)amino)propanamide O=C1NC(CCC1N1C(=NC2=CC=CC(=C2C1=O)NCCC(=O)N)C)=O